ethyl 2-(2-((7-bromo-3-methylbenzo[d]isoxazol-5-yl)methoxy)phenyl)acetate BrC1=CC(=CC=2C(=NOC21)C)COC2=C(C=CC=C2)CC(=O)OCC